2-(4-(tert-butyl)phenyl)-N-(2-(diethylamino)ethyl)-5-(2-nitrophenyl)oxazole-4-carboxamide C(C)(C)(C)C1=CC=C(C=C1)C=1OC(=C(N1)C(=O)NCCN(CC)CC)C1=C(C=CC=C1)[N+](=O)[O-]